CC1=NC=CN=C1OC1OCCCC1 2-methyl-3-(oxan-2-yloxy)pyrazine